(S)-N-Methyl-1-(4-(pyridin-4-yl)-1,3-dihydroisobenzofuran-1-yl)methanamine hydrochloride salt Cl.CNC[C@H]1OCC2=C(C=CC=C12)C1=CC=NC=C1